C(CCCCCCCCCCC)OC(=O)C1=C(NC(=C(C1)C(=O)OCCCCCCCCCCCC)C)C.FC=1C=CC=C2C(=CCOC12)S(=O)(=O)C 8-fluoro-4-(methylsulfonyl)chromen didodecyl-1,4-dihydro-2,6-dimethylpyridin-3,5-dicarboxylate